C(C)(C)(C)C=1N=C(C2=C(N1)C(=CC(=N2)C2=CC=C(C=C2)CN2C[C@H](O[C@@H](C2)C)C)C(=O)N)N[C@@H]2CNCCC2 tert-butyl-6-(4-[[(2R,6R)-2,6-dimethylmorpholin-4-yl]methyl]phenyl)-4-[(3S)-piperidin-3-ylamino]pyrido[3,2-d]pyrimidine-8-carboxamide